(S)-3-((6'-chloro-5-((1-(2,2,2-trifluoroethyl)piperidin-4-yl)oxy)-[2,3'-bipyridin]-4'-yl)amino)butan-1-ol ClC1=CC(=C(C=N1)C1=NC=C(C=C1)OC1CCN(CC1)CC(F)(F)F)N[C@H](CCO)C